tert-butyl (2R)-4-[7-(4-cyano-2-pyridinyl)spiro[6H-pyrrolo[2,3-d]pyrimidine-5,1'-cyclobutane]-4-yl]-2-methylpiperazine-1-carboxylate C(#N)C1=CC(=NC=C1)N1CC2(CCC2)C2=C1N=CN=C2N2C[C@H](N(CC2)C(=O)OC(C)(C)C)C